NC=1CC(=CC2=C(N1)C=C(C=C2)C(=O)O)C(N(CCC)CCCNC(=O)OC(C)(C)C)=O 2-amino-4-((3-((tert-butoxycarbonyl)amino)propyl)(propyl)carbamoyl)-3H-benzo[b]azepine-8-carboxylic acid